tert-butyl 6-(2,6-dimethylpyridin-4-yl)-2-(4-(methoxycarbonyl)phenyl)-3-methyl-1H-indole-1-carboxylate CC1=NC(=CC(=C1)C1=CC=C2C(=C(N(C2=C1)C(=O)OC(C)(C)C)C1=CC=C(C=C1)C(=O)OC)C)C